NCCN1CCC(CC1)O 1-(2-aminoethyl)piperidin-4-ol